5-FLUORO-2-THIOPHENECARBOXYLIC ACID FC1=CC=C(S1)C(=O)O